C1(=CC=CC2=CC=CC=C12)C(=O)[O-].[Ti+4].C1(=CC=CC2=CC=CC=C12)C(=O)[O-].C1(=CC=CC2=CC=CC=C12)C(=O)[O-].C1(=CC=CC2=CC=CC=C12)C(=O)[O-] titanium naphthalate